C(C)N1C(SC(C1=O)=C1SC2=C(N1CCCCCCCC)C=CC=C2)=S 3-ethyl-5-(3-octyl-2-benzothiazolinylidene)rhodanine